Rac-N-(6-amino-5-methyl-3-pyridyl)-2-[2-(6-Isoquinolyl)-5-methyl-1-piperidyl]-2-oxo-acetamide NC1=C(C=C(C=N1)NC(C(=O)N1C(CCC(C1)C)C=1C=C2C=CN=CC2=CC1)=O)C